BrC1=C2C=NN(C2=CC(=C1F)C(=O)NCC1=C(C=C(C=C1)OC)OC)C 4-bromo-N-[(2,4-dimethoxyphenyl)methyl]-5-fluoro-1-methyl-1H-indazole-6-carboxamide